FC=1C=C(OC2=C3N=C(C=NC3=CC(=C2)CO)C)C=CC1 5-(3-fluorophenoxy)-7-hydroxymethyl-3-methylquinoxalin